CC1=NOC(=C1C1=CC=C2C=3N(C(C(OC31)CO)C3=NC=CC=C3)C(N2)=O)C 7-(3,5-Dimethylisoxazol-4-yl)-5-(hydroxymethyl)-4-pyridin-2-yl-4,5-dihydroimidazo[1,5,4-de][1,4]benzoxazin-2(1H)-one